ClC=1C(=C2C=NNC2=C(C1F)SCC(=O)NC)C1=CC2=C(N=C(S2)NC(=O)[C@H]2[C@H](C2)F)C=C1 (1S,2S)-N-(6-(5-chloro-6-fluoro-7-((2-(methylamino)-2-oxoethyl)thio)-1H-indazol-4-yl)benzo[d]thiazol-2-yl)-2-fluorocyclopropanecarboxamide